C(=O)(OCC1=CC=CC=C1)N1[C@@H](CCC1)C(=O)O Cbz-proline